3-(2-bromothiazol-4-yl)propan-1-ol BrC=1SC=C(N1)CCCO